O1CCC(CC1)C(=O)OC1CN(C1)C=1N=C(C2=C(N1)CC[S+]2[O-])N[C@@H]2CN(CC2)C(C)=O [1-[4-[[(3S)-1-acetyl-pyrrolidin-3-yl]amino]-5-oxido-6,7-dihydro-thieno[3,2-d]pyrimidin-5-ium-2-yl]azetidin-3-yl] tetrahydropyran-4-carboxylate